[1-[(2-(methylthio)-6,7-dihydrothieno[3,2-d]pyrimidin-4-yl)amino]cyclobutyl]methanol CSC=1N=C(C2=C(N1)CCS2)NC2(CCC2)CO